C1(CC1)N(C(C(F)(F)F)=O)CC1CN(C1)C(=O)OCCCC butyl 3-[(cyclopropyl-2,2,2-trifluoroacetamido)methyl]azetidine-1-carboxylate